2-((R)-4-hydroxy-2-oxopyrrolidin-1-yl)acetic acid O[C@@H]1CC(N(C1)CC(=O)O)=O